C(C)C1=CC=2C(C34CCCCC3(C(C2C=C1)=O)O4)=O 2-ethyl-5,6,7,8-tetrahydro-8a,10a-epoxy-9,10-anthraquinone